3-carboxy-α-methyl-2-pyridinebutanoic acid C(=O)(O)C=1C(=NC=CC1)CCC(C(=O)O)C